(E)-3-(4-bromothiophen-2-yl)-N-(4-((6-methyl-2-(pyrrolidin-1-yl)pyrimidin-4-yl)amino)phenyl)acrylamide BrC=1C=C(SC1)/C=C/C(=O)NC1=CC=C(C=C1)NC1=NC(=NC(=C1)C)N1CCCC1